(1-methyl-2-bromo-1H-imidazol-4-yl)methanol CN1C(=NC(=C1)CO)Br